2-(4-fluoro-6-(4,4,5,5-tetramethyl-1,3,2-dioxaborolan-2-yl)benzo[d]thiazol-2-yl)propan-2-ol FC1=CC(=CC2=C1N=C(S2)C(C)(C)O)B2OC(C(O2)(C)C)(C)C